1-(dec-1-en-4-yloxy)-2-ethoxy-4-methylbenzene C=CCC(CCCCCC)OC1=C(C=C(C=C1)C)OCC